4-(imidazo[1,5-a]pyrazin-3-yl)morpholine C=1N=C(N2C1C=NC=C2)N2CCOCC2